ClC1=C(C=CC=C1F)[C@@H](OC1=NC(=NC=C1)C(=O)N[C@H](C)\C=C\S(=O)(=O)C)C1(COC1)C ((S)-(2-chloro-3-fluorophenyl)(3-methyloxetan-3-yl)methoxy)-N-((R,E)-4-(methylsulfonyl)but-3-en-2-yl)pyrimidine-2-carboxamide